rac-(1S*,2S*)-2-(2-amino-3-chlorophenyl)-N-(6-(((6-cyclopropylimidazo[1,2-a]pyridin-2-yl)methyl)amino)pyrimidin-4-yl)cyclopropane-1-carboxamide NC1=C(C=CC=C1Cl)[C@@H]1[C@H](C1)C(=O)NC1=NC=NC(=C1)NCC=1N=C2N(C=C(C=C2)C2CC2)C1 |r|